N1=CC(=CC=C1)C=1C=C(C=CC1)C1=CC(=CC(=C1)C1=CC(=CC=C1)C=1C=NC=CC1)C1=CC(=CC=C1)C=1C=NC=CC1 1,3,5-tris(m-pyridin-3-yl-phenyl)benzene